(+)-(S)-4-[4-[(4-chlorophenyl)(2-pyridyl)methoxy]piperidino]butyric acid monobenzenesulfonate C1(=CC=CC=C1)S(=O)(=O)O.ClC1=CC=C(C=C1)[C@H](OC1CCN(CC1)CCCC(=O)O)C1=NC=CC=C1